di-tert-butyl 2,2'-(1,3-phenylenebis(methaneylylidene))-bis(hydrazine-1-carboxylate) C1(=CC(=CC=C1)C=NNC(=O)OC(C)(C)C)C=NNC(=O)OC(C)(C)C